[2-(6-Fluoro-4-methoxy-2-methyl-indol-1-yl)-ethyl]-[6-(4-pyrazin-2-yl-phenyl)-pyrimidin-4-yl]-amin FC1=CC(=C2C=C(N(C2=C1)CCNC1=NC=NC(=C1)C1=CC=C(C=C1)C1=NC=CN=C1)C)OC